C1C(CCC2=CC=CC=C12)C1=CC=CC(=N1)C1CCN(CC1)C(=O)OC(C)(C)C Tert-butyl 4-(6-(1,2,3,4-tetrahydronaphthalen-2-yl)pyridin-2-yl)piperidine-1-carboxylate